C1(CCC1)CC1N(CCN(C1)S(=O)(=O)C)C1=NC=C2C(=N1)N(N=C2C=2C(=C(C(=C(C2)C(F)(F)F)F)O)F)C 3-(6-(2-(Cyclobutylmethyl)-4-(methylsulfonyl)piperazin-1-yl)-1-methyl-1H-pyrazolo[3,4-d]pyrimidin-3-yl)-2,6-difluoro-5-(trifluoromethyl)phenol